1,4-di-hydroquinolin-4-one N1C=CC(C2=CC=CC=C12)=O